N-(1-(cyclopentylmethyl)-1H-pyrazol-4-yl)-5-(furan-2-yl)isoxazole-3-carboxamide sodium [Na].C1(CCCC1)CN1N=CC(=C1)NC(=O)C1=NOC(=C1)C=1OC=CC1